(E)-5-(2,2-dimethylpropyl)-1,3,4-oxadiazole trifluoroacetate FC(C(=O)O)(F)F.CC(CC1=NN=CO1)(C)C